(R)-((4-chloro-1-methyl-1H-pyrazol-3-yl)(1-methylcyclopentyl)methyl)carbamic acid tert-butyl ester C(C)(C)(C)OC(N[C@H](C1(CCCC1)C)C1=NN(C=C1Cl)C)=O